N1(CCC(CC1)[C@@H]1CCNC=2N1N=C(C2C(=O)N)C2=CC=C(C=C2)OC2=CC=CC=C2)C2CCNCC2 (S)-7-([1,4'-bipiperidin]-4-yl)-2-(4-phenoxyphenyl)-4,5,6,7-tetrahydropyrazolo[1,5-a]pyrimidine-3-carboxamide